CN(C)CC(C(=O)NC1=CC=C(C=C1)B1OC(C(O1)(C)C)(C)C)=C 2-((dimethylamino)methyl)-N-(4-(4,4,5,5-tetramethyl-1,3,2-dioxaborolan-2-yl)phenyl)acrylamide